FC1=CC=C2C(C=C(O2)I)=C1C(=O)O 5-Fluoro-2-iodobenzofuran-4-carboxylic acid